C1(CCCCCC1)CNC(=O)C1=CC2=C(NC(=N2)CC2=CC(=CC=C2)O)C(=C1)F N-(cycloheptylmethyl)-7-fluoro-2-[(3-hydroxyphenyl)methyl]-1H-benzimidazole-5-carboxamide